tert-butyl 1-((dimethylamino)methyl)-3,8-diazabicyclo[3.2.1]octan-8-carboxylate CN(C)CC12CNCC(CC1)N2C(=O)OC(C)(C)C